2-(4,6-dimethylpyrazolo[1,5-a]pyrazin-2-yl)-7-[(3R,5S)-3,4,5-trimethylpiperazin-1-yl]-4H-pyrido[1,2-a]pyrimidin-4-one CC=1C=2N(C=C(N1)C)N=C(C2)C=2N=C1N(C(C2)=O)C=C(C=C1)N1C[C@H](N([C@H](C1)C)C)C